tert-butyl 2-methylene-7-azaspiro[3.5]nonane-7-carboxylate C=C1CC2(C1)CCN(CC2)C(=O)OC(C)(C)C